tert-Butyl 4-((2-(6-(ethylamino)-4-(2-(4-methyl-4H-1,2,4-triazol-3-yl)phenyl)pyridin-2-yl)-3-oxo-7-(trifluoromethyl)isoindolin-5-yl)methoxy)piperidine-1-carboxylate C(C)NC1=CC(=CC(=N1)N1CC2=C(C=C(C=C2C1=O)COC1CCN(CC1)C(=O)OC(C)(C)C)C(F)(F)F)C1=C(C=CC=C1)C1=NN=CN1C